(S)-4-(1-naphthyl)-5,5-dimethyloxazolidinone C1(=CC=CC2=CC=CC=C12)[C@@H]1NC(OC1(C)C)=O